(3R,5R,8R,9R,10S,13S,14S,17R)-17-((1S,2S)-1-hydroxy-1-phenylpropan-2-yl)-13-methyl-3-(trifluoromethyl)hexadecahydro-1H-cyclopenta[a]phenanthren-3-ol O[C@@H]([C@@H](C)[C@H]1CC[C@H]2[C@@H]3CC[C@@H]4C[C@@](CC[C@@H]4[C@H]3CC[C@]12C)(O)C(F)(F)F)C1=CC=CC=C1